N[C@@]1(CN(CCC1)C(=O)C1=CC2=C(N(C(=N2)C2=CC=3C=4N2CCN(C4C=CC3)CCCO)C)C(=C1)OC)C (S)-(3-amino-3-methylpiperidin-1-yl)(2-(1-(3-hydroxypropyl)-2,3-dihydro-1H-pyrrolo[1,2,3-de]quinoxalin-5-yl)-7-methoxy-1-methyl-1H-benzo[d]imidazol-5-yl)methanone